BrC1=CC(=C(C=C1C)CC=1N(C2=C(N1)C(=CC(=C2)C(=O)OCC)F)C[C@H]2OCC2)Cl Ethyl 2-[(4-bromo-2-chloro-5-methyl-phenyl)methyl]-7-fluoro-3-[[(2S)-oxetan-2-yl]methyl]benzimidazole-5-carboxylate